ClC1=CC=C(C=C1)C(NC(=O)[C@H]1CNC(C1C)=O)C1=CC=C(C=C1)Cl |r| (R and S)-N-(bis(4-chlorophenyl)methyl)-4-methyl-5-oxopyrrolidine-3-carboxamide